Hexadecyltrimethylammonium Bromide Bromide [Br-].[Br-].C(CCCCCCCCCCCCCCC)[N+](C)(C)C.C(CCCCCCCCCCCCCCC)[N+](C)(C)C